1-(1H-Benzo[d]imidazol-5-yl)-5-(3-fluoro-4-(trifluoromethyl)phenyl)imidazolidin-2-on N1C=NC2=C1C=CC(=C2)N2C(NCC2C2=CC(=C(C=C2)C(F)(F)F)F)=O